1-bromo-4-methylsulfanyl-benzene BrC1=CC=C(C=C1)SC